C(#C)C1=CC=C(C(=N1)C)C1=C(C2=C(N=CN=C2N)N1C(C)C)C1=CC(=C(C=C1)OC1=NC=CC(=N1)C)F 6-(6-ethynyl-2-methylpyridin-3-yl)-5-(3-fluoro-4-((4-methylpyrimidin-2-yl)oxy)phenyl)-7-isopropyl-7H-pyrrolo[2,3-d]pyrimidin-4-amine